C(C)(C)C1=NNC(=C1)C(=O)N1CC(CC1)NC(=O)C1CC1 N-(1-(3-isopropyl-1H-pyrazole-5-carbonyl)pyrrolidin-3-yl)cyclopropanecarboxamide